(E)-6-((8-(4-(2-Cyanovinyl)-2,6-dimethylphenyl)-6-fluoroquinazolin-2-yl)amino)nicotinonitrile C(#N)/C=C/C1=CC(=C(C(=C1)C)C=1C=C(C=C2C=NC(=NC12)NC1=NC=C(C#N)C=C1)F)C